FC(C=1C=C2C(=CN1)OC1(CNC(C1)C)C2)F 5-(difluoromethyl)-5'-methyl-3H-spiro[furo[2,3-c]pyridine-2,3'-pyrrolidine]